2-((4-chloro-2-methylbenzyl)oxy)-5-(4-(trifluoromethyl)-1H-pyrrol-2-yl)pyridin-4-ol ClC1=CC(=C(COC2=NC=C(C(=C2)O)C=2NC=C(C2)C(F)(F)F)C=C1)C